COC1=NC=C(C=C1C(=O)N)NC(C(N1[C@@H](CCCC1)C1=CC=CC=C1)=O)=O 2-methoxy-5-[[2-oxo-2-[(2S)-2-phenyl-1-piperidyl]acetyl]amino]pyridine-3-carboxamide